7-bromo-8-methoxy-N-[(1R)-1-[3-(trifluoromethyl)phenyl]ethyl]imidazo[1,2-a]quinazolin-5-amine BrC=1C=C2C(=NC=3N(C2=CC1OC)C=CN3)N[C@H](C)C3=CC(=CC=C3)C(F)(F)F